6-(1H-1,3-benzodiazol-2-yl)-2-[(diphenylmethyl)(methyl)amino]-5-methoxy-3-methyl-3,4-dihydropyrimidin-4-one N1C(=NC2=C1C=CC=C2)C2=C(C(N(C(=N2)N(C)C(C2=CC=CC=C2)C2=CC=CC=C2)C)=O)OC